BrC=1C=C(C=CC1F)NC(/C=N/O)=O (E)-N-(3-bromo-4-fluorophenyl)-2-(hydroxyimino)acetamide